FC(C1=NN=C(O1)C=1C=CC(=NC1)CN1C(N(C2=C1C=C(C=C2)F)C2CN(C2)C2COC2)=O)F 3-((5-(5-(difluoromethyl)-1,3,4-oxadiazole-2-yl)pyridine-2-yl)methyl)-5-fluoro-1-(1-(oxetan-3-yl)azetidine-3-yl)-1,3-dihydro-2H-benzo[d]imidazole-2-one